C(CC)(=O)OCC(C)(C)OC(C)C1=CC(CC1)(C)C 2-[1-(3,3-dimethyl-1-cyclopenten-1-yl)ethoxy]-2-methylpropyl propionate